[I-].O1COC2=C1C=CC(=C2)CC[C@@H]2C[N+](CC[C@H]2C2=CC=C(C=C2)F)(C)C (3S,4R)-3-(2-(benzo[d][1,3]dioxol-5-yl)ethyl)-4-(4-fluorophenyl)-1,1-dimethylpiperidin-1-ium iodide